CC1=C(SC=C1)CCCCC(=O)O methyl-4-carboxybutylthiophene